5-[4-[4-[2-[1-[4-[(2,6-dioxo-3-piperidyl)amino]-2-fluoro-phenyl]-4-hydroxy-4-piperidyl]acetyl]piperazin-1-yl]phenyl]-1H-pyrrolo[2,3-b]pyridine O=C1NC(CCC1NC1=CC(=C(C=C1)N1CCC(CC1)(O)CC(=O)N1CCN(CC1)C1=CC=C(C=C1)C=1C=C2C(=NC1)NC=C2)F)=O